4,7-dihydropyrazolo[1,5-a]pyrimidine-6-carboxylate N1=CC=C2N1CC(=CN2)C(=O)[O-]